C/C(=C/C(=O)O)/C(=O)O The molecule is a dicarboxylic acid consisting of maleic acid having a methyl substituent at the 2-position. It has a role as a human metabolite. It derives from a maleic acid. It is a conjugate acid of a citraconate(2-).